hydroxyl-cobalt O[Co]